(1S,3R,5R)-3-methyl-1-(5-methyl-1,3,4-oxadiazol-2-yl)-N-(3-(4-methyl-1H-1,2,3-triazol-1-yl)-4-(trifluoromethyl)phenyl)-6-azabicyclo[3.1.1]heptane-6-carboxamide C[C@H]1C[C@@]2(N([C@H](C1)C2)C(=O)NC2=CC(=C(C=C2)C(F)(F)F)N2N=NC(=C2)C)C=2OC(=NN2)C